dihydro-6H-pyrimido[5,4-b][1,4]oxazine N1CN=CC=2OCC=NC21